(4R)-4-[3-Oxo-3-[3-[4-[3-[1-(trifluoromethyl)cyclopropyl]-1H-1,2,4-triazol-5-yl]phenyl]azetidin-1-yl]propyl]oxazolidin-2-one O=C(CC[C@H]1NC(OC1)=O)N1CC(C1)C1=CC=C(C=C1)C1=NC(=NN1)C1(CC1)C(F)(F)F